CN1N=CC=2C=NC(=CC21)C(=O)O 1-methyl-1H-pyrazolo[4,3-c]pyridine-6-carboxylic acid